2-nitro-4,5-difluoroanisole [N+](=O)([O-])C1=C(C=C(C(=C1)F)F)OC